6-(2-aminoethyl)indol-2-one NCCC=1C=CC2=CC(N=C2C1)=O